N-{1-[2-(pyrazin-2-yl)ethyl]indol-5-yl}butanamide ammonium [NH4+].N1=C(C=NC=C1)CCN1C=CC2=CC(=CC=C12)NC(CCC)=O